(1S,3S,4S)-N-((R)-1-cyano-2-((S)-2-oxopiperidin-3-yl)ethyl)-5,5-difluoro-2-((R)-2-hydroxy-2-phenylacetyl)-2-azabicyclo[2.2.2]octane-3-carboxamide C(#N)[C@@H](C[C@H]1C(NCCC1)=O)NC(=O)[C@H]1N([C@@H]2CC([C@H]1CC2)(F)F)C([C@@H](C2=CC=CC=C2)O)=O